3-(3-((2-(Azepan-1-ylmethyl)-1H-imidazol-1-yl)methyl)-4-methylphenyl)-3-(1,4-dimethyl-1H-benzo[d][1,2,3]triazol-5-yl)-2,2-dimethylpropanoic acid, trifluoroacetic acid salt FC(C(=O)O)(F)F.N1(CCCCCC1)CC=1N(C=CN1)CC=1C=C(C=CC1C)C(C(C(=O)O)(C)C)C1=C(C2=C(N(N=N2)C)C=C1)C